2,3-bis[2-(2-pyridyl)-ethylthio]Propane-1-sulfonate N1=C(C=CC=C1)CCSC(CS(=O)(=O)[O-])CSCCC1=NC=CC=C1